CN1N=NC=2N=CNC(C21)=O 1-methyl-1,6-dihydro-7H-[1,2,3]triazolo[4,5-d]pyrimidin-7-one